C(C)(C)(C)OC(=O)N([C@H](C(=O)O)CC=1C(=NC=C(C1)Cl)C)C (S)-2-((tert-butoxycarbonyl)(methyl)amino)-3-(5-chloro-2-methylpyridin-3-yl)propanoic acid